C(C)(C)(C)OC(=O)N1CC2(C1)CC(C2)CN2N=C(C=C2)C(F)(F)F.FC2=NC=C(C=C2)C(F)(F)F 2-fluoro-5-(trifluoromethyl)pyridine tert-Butyl-6-((3-(trifluoromethyl)-1H-pyrazol-1-yl)methyl)-2-azaspiro[3.3]heptane-2-carboxylate